tert-butyl {2-[(2-{[(3bR,4aS)-3-methyl-8-oxo-4a,5-dihydro-4H-cyclopropa[c]thieno[3,2-e]indol-6(8H)-yl]carbonyl}-1H-indol-5-yl)carbamoyl]-1H-indol-5-yl}carbamate CC1=CSC2=C1[C@@]13[C@@H](CN(C1=CC2=O)C(=O)C=2NC1=CC=C(C=C1C2)NC(=O)C=2NC1=CC=C(C=C1C2)NC(OC(C)(C)C)=O)C3